(palmitoyloxy)methyl 3-(hydroxymethyl)-1H-indole-1-Carboxylate OCC1=CN(C2=CC=CC=C12)C(=O)OCOC(CCCCCCCCCCCCCCC)=O